ClC1=C2C[C@@H]([C@H](C2=CC(=C1)Cl)OC1=C(C=CC=C1C)C)N(C)C 4-[[(1S,2S)-4,6-dichloro-2-(dimethylamino)-2,3-dihydro-1H-inden-1-yl]oxy]-3,5-dimethylbenzene